(2S)-1-[2-[(3R)-3-[(3-chloro-5-quinolinyl)amino]pyrrolidin-1-yl]acetyl]pyrrolidine-2-carbonitrile ClC=1C=NC2=CC=CC(=C2C1)N[C@H]1CN(CC1)CC(=O)N1[C@@H](CCC1)C#N